isonicotinyl-valine methyl ester COC([C@@H](NCC1=CC=NC=C1)C(C)C)=O